Cyclopropaneamide C1(CC1)C(=O)N